ClCC1=C(N=CN1CC)C(F)F 5-(chloromethyl)-4-(difluoromethyl)-1-ethylimidazole